BrC=1C(=C(C=CC1)N1CCC2(OCCO2)CC1)Cl 8-(3-bromo-2-chlorophenyl)-1,4-dioxa-8-azaspiro[4.5]decane